1,5-anhydro-2,3-dideoxy-3-[(4-methyl-5-{[6-(methylcarbamoyl)pyridin-3-yl]methyl}-2,3-dihydro-1-benzofuran-7-carbonyl)amino]-L-threo-pentitol CC1=C(C=C(C2=C1CCO2)C(=O)N[C@H]2CCOC[C@@H]2O)CC=2C=NC(=CC2)C(NC)=O